3-((5-(5-(difluoromethyl)-1,3,4-oxadiazole-2-yl)pyridine-2-yl)methyl)-5-fluoro-6-(1-(1-methylpiperidine-4-yl)-1H-pyrazole-4-yl)benzo[d]oxazole-2(3H)-one FC(C1=NN=C(O1)C=1C=CC(=NC1)CN1C(OC2=C1C=C(C(=C2)C=2C=NN(C2)C2CCN(CC2)C)F)=O)F